2-((S)-2-(((benzyloxy)carbonyl)amino)-3-(naphthalen-1-yl)propanamido)-3-(4,4-difluorocyclohexyl)propanoic acid C(C1=CC=CC=C1)OC(=O)N[C@H](C(=O)NC(C(=O)O)CC1CCC(CC1)(F)F)CC1=CC=CC2=CC=CC=C12